ClC1=C(C=CC(=C1)C=1N=NC=CC1)NCCCCCCN1[C@@H]([C@H]([C@@H]([C@H](C1)O)O)O)CO (2R,3R,4R,5S)-1-(6-{[2-chloro-4-(pyridazin-3-yl)phenyl]amino}hexyl)-2-(hydroxymethyl)piperidine-3,4,5-triol